FC1=CC=C(C=C1)C1=NN2C(NCC(C2)CN(C)C)=C1C=1C=CC(N(N1)C1=C(C=CC=C1)C)=O (-)-6-{2-(4-fluorophenyl)-6-[(dimethylamino)methyl]-4,5,6,7-tetrahydropyrazolo[1,5-a]pyrimidin-3-yl}-2-(2-methylphenyl)pyridazin-3(2H)-one